OCCCC(C=1N=NNC1)N(C(CCCO)C=1N=NNC1)C(CCCO)C=1N=NNC1 tris(3-hydroxypropyltriazolylmethyl)-amine